[5-(5-fluoro-2-methoxypyridin-4-yl)-1-[[2-(trimethylsilyl)ethoxy]methyl]pyrazole-3-carbonyl]-2-methylpiperidine-4-carboxylic acid FC=1C(=CC(=NC1)OC)C1=CC(=NN1COCC[Si](C)(C)C)C(=O)N1C(CC(CC1)C(=O)O)C